ClC1=CC=C(C=C1)C1=C(C(=NN1C1=C(C=C(C=C1)Cl)Cl)C(=O)NC=1C=C(C(=O)NCC(=O)O)C=CC1)C (3-(5-(4-chlorophenyl)-1-(2,4-dichlorophenyl)-4-methyl-1H-pyrazole-3-carboxamido)benzoyl)glycine